(2S,4R)-N-[(3aS,6R,6aR)-1-benzyl-3,3a,4,5,6,6a-hexahydro-2H-cyclopenta[b]pyrrol-6-yl]-1-[(2S)-2-(4-cyclopropyltriazol-1-yl)-3,3-dimethyl-butanoyl]-4-hydroxy-pyrrolidine-2-carboxamide C(C1=CC=CC=C1)N1[C@@H]2[C@H](CC1)CC[C@H]2NC(=O)[C@H]2N(C[C@@H](C2)O)C([C@H](C(C)(C)C)N2N=NC(=C2)C2CC2)=O